C(C)(C)N1C(=NC2=NC=C(C=C21)C=2C=CN1N=C(N=CC12)N[C@@H]1C[C@@H](C1)N)C cis-N1-(5-(1-isopropyl-2-methyl-1H-imidazo[4,5-b]pyridin-6-yl)pyrrolo[2,1-f][1,2,4]triazin-2-yl)cyclobutane-1,3-diamine